NCCOC=CNCC(=O)O 2-Amino-ethoxyvinylglycine